(S)-2-(6-(3-fluoropyrrolidin-1-yl)pyridin-3-yl)-5-(isothiazol-5-yl)-4,5-dihydro-6H-imidazo[1,5-b]pyrazol-6-one F[C@@H]1CN(CC1)C1=CC=C(C=N1)C=1C=C2N(N1)C(N(C2)C2=CC=NS2)=O